2-(5-{Methyl[(3S)-pyrrolidin-3-yl]amino}[1,3]thiazolo[5,4-d][1,3]thiazol-2-yl)-5-(1H-pyrazol-4-yl)pyridin-3-ol CN(C=1SC2=C(N1)SC(=N2)C2=NC=C(C=C2O)C=2C=NNC2)[C@@H]2CNCC2